[Cl-].CN(C=C(\C=[NH+]/C)C(F)(F)F)C (Z)-N-(3-(dimethylamino)-2-(trifluoromethyl)allylidene)-N-methylammonium chloride